1-(sec-butyl)-2-phenoxybenzene C(C)(CC)C1=C(C=CC=C1)OC1=CC=CC=C1